6-Chloro-N-[6-[4-(2,2-difluoroethyl)piperazin-1-yl]-2-[(2R)-2-fluoro-3-hydroxy-3-methyl-butyl]-1-oxo-isoindolin-5-yl]pyrazolo[1,5-a]pyrimidine-3-carboxamide ClC=1C=NC=2N(C1)N=CC2C(=O)NC=2C=C1CN(C(C1=CC2N2CCN(CC2)CC(F)F)=O)C[C@H](C(C)(C)O)F